N(=O)OC(CO)C 2-(nitrosooxy)propan-1-ol